sodium 3-chloro-2-(3-hydroxypyrrolidin-1-yl)pyridin-4-thiol ClC=1C(=NC=CC1S)N1CC(CC1)O.[Na]